C(C)(C)N1C(=C(C=C1C)C(=O)O)C1=NC=CC=C1OC(F)(F)F 1-isopropyl-5-methyl-2-(3-(trifluoromethoxy)pyridin-2-yl)-1H-pyrrole-3-carboxylic acid